(2E,4E)-4-(acetoxyimino)-4-(furan-2-yl)but-2-enoic acid ethyl ester C(C)OC(\C=C\C(\C=1OC=CC1)=N/OC(C)=O)=O